2-(2-fluorophenethyl)-7-(2-methoxyphenyl)-2,3,4,5-tetrahydro-1H-benzo[c]azepin-1-one FC1=C(CCN2C(C3=C(CCC2)C=C(C=C3)C3=C(C=CC=C3)OC)=O)C=CC=C1